ClC=1N=C(C2=C(N1)N=CC=C2)NC 2-chloro-N-methylpyrido[2,3-d]pyrimidin-4-amine